CC1(C(C(=CC2(CN(CCO2)C=2N=NC=CC2)C1)C#N)=O)C 10,10-dimethyl-9-oxo-4-(pyridazin-3-yl)-1-oxa-4-azaspiro[5.5]undec-7-ene-8-carbonitrile